(5R,6R)-3-(5-bromo-1-methyl-1H-indol-3-yl)-5,6-diphenyl-5,6-dihydropyrazin-2(1H)-one BrC=1C=C2C(=CN(C2=CC1)C)C=1C(N[C@@H]([C@H](N1)C1=CC=CC=C1)C1=CC=CC=C1)=O